NC1=NC=C2C=C(C=NC2=C1)C=1C(=CC(=NC1)C(CCC)=O)C 1-(5-(7-amino-1,6-naphthyridin-3-yl)-4-methylpyridin-2-yl)butan-1-one